FC(C1=NC=C(C=C1)N1C[C@H](CC1)CN1C[C@@H](C([C@@H](C1)OCC1=CC=CC=C1)OCC1=CC=CC=C1)OCC1=CC=CC=C1)(F)F 2-(trifluoromethyl)-5-((R)-3-(((3S,4R,5R)-3,4,5-tris(benzyloxy)piperidin-1-yl)methyl)pyrrolidin-1-yl)pyridine